ClC=1C=C(C=C(C1)F)[C@@H]1N(OCC1)C1=CC(=NC=N1)NC=1C(=CC(=C(C1)NC(C=C)=O)N1CCC(CC1)N1CCN(CC1)C1CCC1)OC N-(5-((6-((R)-3-(3-chloro-5-fluorophenyl)isoxazolidine-2-yl)pyrimidine-4-yl)amino)-2-(4-(4-cyclobutylpiperazine-1-yl)piperidine-1-yl)-4-methoxyphenyl)acrylamide